tert-butyl (S)-4-(4-ethoxy-5-((8-fluoro-2-methylimidazo[1,2-a]pyridin-6-yl)carbamoyl)pyrimidin-2-yl)-2-methylpiperazine-1-carboxylate C(C)OC1=NC(=NC=C1C(NC=1C=C(C=2N(C1)C=C(N2)C)F)=O)N2C[C@@H](N(CC2)C(=O)OC(C)(C)C)C